C(C1=CC=CC=C1)O[C@@H]1[C@@](O[C@@H]2[C@H]1OC=1N2C=CC(N1)=O)(CO)COCC1=CC=CC=C1 (2R,3S,3aS,9aR)-3-(Benzyloxy)-2-[(benzyloxy)methyl]-2-(hydroxymethyl)-2,3,3a,9a-tetrahydro-6H-furo[2',3':4,5][1,3]oxazolo[3,2-a]pyrimidine-6-one